COC1=C(CN(C2=CN(N(C3=C2N=CN3OC(C)C)CC3=CC=C(CNC2CS(C2)(=O)=O)C=C3)CCCC)CC3=C(C=C(C=C3)OC)OC)C=CC(=C1)OC 3-((4-((4-(bis(2,4-dimethoxybenzyl)amino)-2-butyl-7-isopropoxy-1H-imidazo[4,5]pyridazin-yl)methyl)benzyl)amino)thietane 1,1-dioxide